C1(CC1)C1=NC=NC(=C1C1=NN2C(C(=N1)N)=NC(=C2)CC2CCC(CC2)N2N=C(C=C2C)C(F)(F)F)OC 2-(4-cyclopropyl-6-methoxypyrimidin-5-yl)-N-cis-((4-(5-methyl-3-(trifluoromethyl)-1H-pyrazol-1-yl)cyclohexyl)methyl)imidazo[2,1-f][1,2,4]triazin-4-amine